C(C=C)(=O)N1C[C@@H](N(CC1)C1=NC(=NC2=C(C(=C(C=C12)F)C=1NC(C=C2C=CC=C(C12)Cl)=O)F)OC[C@H]1N(CCC1)C)C 1-(4-((S)-4-propenoyl-2-methylpiperazin-1-yl)-6,8-difluoro-2-(((S)-1-methylpyrrolidin-2-yl)methoxy)quinazolin-7-yl)-8-chloroisoquinolin-3(2H)-one